N-(9,9-dimethyl-9H-fluoren-2-yl)benzo[d][1,3]dioxol-5-amine CC1(C2=CC=CC=C2C=2C=CC(=CC12)NC1=CC2=C(OCO2)C=C1)C